CC1(CC(CCC1)O\C=C\C1=CC=C(C=C1)C(F)(F)F)C (E)-4,4-dimethyl-2-(4-(trifluoromethyl)styryl)oxycyclohexane